6-(6-(((1r,2r,3s,5s)-2-fluoro-1,5-dimethyl-9-azabicyclo[3.3.1]non-3-yl)oxy)pyridazin-3-yl)-5-hydroxy-N,N-dimethylbenzofuran-2-carboxamide F[C@@H]1[C@]2(CCC[C@@](C[C@@H]1OC1=CC=C(N=N1)C1=CC3=C(C=C(O3)C(=O)N(C)C)C=C1O)(N2)C)C